2-(5-methoxy-2,3,7,8-tetraphenylbenzo[de]chromen-9-yl)-1,4,5,6-tetrahydropyrimidine COC=1C=C2C3=C(C(=C(OC3=C(C(=C2C2=CC=CC=C2)C2=CC=CC=C2)C=2NCCCN2)C2=CC=CC=C2)C2=CC=CC=C2)C1